NC=1C=C(C(=NC1)OCC[C@@H]1C[C@@H](N(CC1)C(=O)OC(C)(C)C)C)CC (2S,4S)-tert-Butyl 4-(2-((5-amino-3-ethylpyridin-2-yl)oxy)ethyl)-2-methylpiperidine-1-carboxylate